3-methyl-1-[2-(1-piperidyl)phenyl]butylamine CC(CC(C1=C(C=CC=C1)N1CCCCC1)N)C